COC1=NC=CC=C1C=O 2-METHOXY-3-PYRIDINECARBOXALDEHYDE